COC=1C=C2C(C=C(NC2=CC1)C1=CC(=CC=C1)OC)=O 6-Methoxy-2-(3-methoxy-phenyl)-1H-quinolin-4-one